C1(=CC=CC=C1)P(=O)(C1=CC=CC=C1)CC(=O)C1=CC=CC=C1 (diphenylphosphoryl)-1-phenylethane-1-one